CC1(CC(OC1=O)CC(=O)O)C 2-(4,4-Dimethyl-5-oxotetrahydrofuran-2-yl)acetic acid